CC=1C(=CC=2SCC[C@H]3N(C2N1)CCNC3)C (R)-2,3-dimethyl-6,7,7a,8,10,11-hexahydro-9H-pyrazino[1,2-d]pyrido[3,2-b][1,4]thiazepin